CC=1C(C2=C(OCCO2)C(C1)=O)=O 6-methyl-2,3-dihydrobenzo[b][1,4]-dioxine-5,8-dione